2-Amino-9-((2R,3S,4S,5R)-4-fluoro-3-hydroxy-5-(hydroxymethyl)tetrahydrofuran-2-yl)-7-((1-(trifluoromethyl)cyclopropyl)methyl)-7,9-dihydro-1H-purin-6,8-dion NC=1NC(C=2N(C(N(C2N1)[C@@H]1O[C@@H]([C@H]([C@H]1O)F)CO)=O)CC1(CC1)C(F)(F)F)=O